m-bromophenyl-thiodiphenyl-phosphine oxide BrC=1C=C(C=CC1)SP(C1=CC=CC=C1)(C1=CC=CC=C1)=O